2,6-dihydroxybenzenepropionic acid tert-butyl-((2S)-4-(azetidin-1-yl)-3-hydroxy-4-oxo-1-((S)-2-oxopiperidin-3-yl)butan-2-yl)carbamate C(C)(C)(C)N(C(O)=O)[C@@H](C[C@H]1C(NCCC1)=O)C(C(=O)N1CCC1)O.OC1=C(C(=CC=C1)O)CCC(=O)O